C1(=CC=CC=C1)[C@@H]1[C@H](CN(C1)C(=O)OC(C)(C)C)C(NC=1N=CC2=CC=CC=C2C1)=O tert-Butyl (3R,4S)-4-phenyl-3-(isoquinolin-3-ylcarbamoyl)pyrrolidine-1-carboxylate